6-[[5-[(2-amino-3-fluoro-4-pyridyl)methyl]-4-methyl-3-pyridyl]amino]-2-azaspiro[3.3]heptane-2-carbaldehyde NC1=NC=CC(=C1F)CC=1C(=C(C=NC1)NC1CC2(CN(C2)C=O)C1)C